NC1=C(C2=CC=C3C=NC=NC3=C2N1C1=C(C(=CC=C1C)OC)C)C#N 8-amino-9-(3-methoxy-2,6-dimethylphenyl)pyrrolo[3,2-h]quinazoline-7-carbonitrile